(S)-4-(hydroxymethyl)pyrrolidin-2-one OC[C@H]1CC(NC1)=O